(8R,9S,10S)-N-(4-methoxyphenyl)-10-[(N-methylacetamido)methyl]-9-[4-(2-phenylethynyl)phenyl]-1,6-diazabicyclo[6.2.0]decane-6-carboxamide COC1=CC=C(C=C1)NC(=O)N1CCCCN2[C@@H]([C@@H]([C@@H]2C1)C1=CC=C(C=C1)C#CC1=CC=CC=C1)CN(C(C)=O)C